PYRIMIDIN-2,4-DIAMIN N1=C(N=C(C=C1)N)N